2-(6-bromo-4-fluoro-pyridin-3-yl)-1,3-benzothiazol-6-amine BrC1=CC(=C(C=N1)C=1SC2=C(N1)C=CC(=C2)N)F